BrC1=C(C=C2CCN3C(C2=C1)=C(N=C3C(=O)N[C@](C(=O)OC)(CC(F)(F)F)C)C=3SC=CC3)OC methyl (S)-2-(9-bromo-8-methoxy-1-(thiophen-2-yl)-5,6-dihydroimidazo[5,1-a]isoquinoline-3-carboxamido)-4,4,4-trifluoro-2-methylbutanoate